1-chloro-7-fluoro-8-(trimethylgermyl)benzo[4,5]Thieno[2,3-c]Pyridine ClC1=NC=CC2=C1SC1=C2C=CC(=C1[Ge](C)(C)C)F